C(\C=C\C(=O)O[C@@H]1CC[C@H](CC1)OC(=O)OCCl)(=O)OC(C)(C)C tert-butyl trans-4-{[(chloromethoxy)carbonyl]oxy}cyclohexyl (2E)-but-2-enedioate